C1(CCCCC1)OC([C@@H](CNC(=O)C1=CC2=NC=CC(=C2S1)C)N)=O.ClC1(COC[C@@H]1CCC)Cl (4S,5R)-3,3-dichloro-4-n-propyl-dihydrofuran Cyclohexyl-(R)-2-amino-3-(7-methylthieno[3,2-b]pyridine-2-carboxamido)propanoate